1-(4-{6-[2-(2-Cyano-7-fluoro-4-methoxy-indol-1-yl)-ethylamino]-pyrimidin-4-yl}-2-methoxy-phenyl)-3-ethyl-urea C(#N)C=1N(C2=C(C=CC(=C2C1)OC)F)CCNC1=CC(=NC=N1)C1=CC(=C(C=C1)NC(=O)NCC)OC